5-chloro-N-((1r,4r)-4-((3-(2,3-difluorophenyl)-3-hydroxy-2-oxoindolin-1-yl)methyl)cyclohexyl)-2-methylnicotinamide ClC=1C=NC(=C(C(=O)NC2CCC(CC2)CN2C(C(C3=CC=CC=C23)(O)C2=C(C(=CC=C2)F)F)=O)C1)C